[4-(3-chloro-2-piperazin-1-yl-6-quinolinyl)phenyl]methylamine dihydrochloride Cl.Cl.ClC=1C(=NC2=CC=C(C=C2C1)C1=CC=C(C=C1)CN)N1CCNCC1